The molecule is an organic sodium salt consisting of equimolar amounts of naproxen(1-) anions and sodium anions. It has a role as a non-narcotic analgesic, a cyclooxygenase 2 inhibitor, a cyclooxygenase 1 inhibitor, an antipyretic and a non-steroidal anti-inflammatory drug. It contains a naproxen(1-). C[C@@H](C1=CC2=C(C=C1)C=C(C=C2)OC)C(=O)[O-].[Na+]